(2S,4R)-2-[2-[6-bromo-4-(difluoromethyl)-7-methyl-indazol-2-yl]-3-ethoxy-3-oxo-propionyl]-4-fluoro-pyrrolidine-1-carboxylic acid tert-butyl ester C(C)(C)(C)OC(=O)N1[C@@H](C[C@H](C1)F)C(C(C(=O)OCC)N1N=C2C(=C(C=C(C2=C1)C(F)F)Br)C)=O